3-((3-Exo)-3-((1-methyl-7-((5-methyl-1H-pyrazol-3-yl)amino)-2-oxo-1,2-dihydro-1,6-naphthyridin-5-yl)amino)-8-azabicyclo[3.2.1]oct-8-yl)propionitrile CN1C(C=CC2=C(N=C(C=C12)NC1=NNC(=C1)C)NC1CC2CCC(C1)N2CCC#N)=O